C(C)(C)(C)C=1C=C(CN2C(N(C(N(C2=O)CC2=CC(=C(C(=C2)C(C)(C)C)O)C(C)(C)C)=O)CC2=CC(=C(C(=C2)C(C)(C)C)O)C(C)(C)C)=O)C=C(C1O)C(C)(C)C 1,3,5-tris(3',5'-di-t-butyl-4'-hydroxybenzyl)-s-triazine-2,4,6(1H,2H,3H)-trione